C(C)C(COP(=O)(OCC(CCCC)CC)O)CCCC.N(CCO)(CCO)CCO triethanolamine di(2-ethylhexyl)phosphate